FC1=C(C=C(CN2C(C3=CC(=CC(=C3CC2)B2OC(C(O2)(C)C)(C)C)CN2C(=NC=C2)NC)=O)C=C1)OC 2-(4-fluoro-3-methoxybenzyl)-7-((2-(methylamino)-1H-imidazol-1-yl)methyl)-5-(4,4,5,5-tetramethyl-1,3,2-dioxaborolan-2-yl)-3,4-dihydroisoquinolin-1(2H)-one